((3-amino-2-chloro-6-fluorophenyl)imino)dimethyl-lambda6-Thioketone NC=1C(=C(C(=CC1)F)N=S(C)(C)=C=O)Cl